CN(C(=O)[C@@H]1CO[C@H](CC1)C=1C=NC(=CC1)NC1=CC2=C(OC[C@H]3N2C(CC3)=O)N=C1)C (3S,6R)-N,N-dimethyl-6-(6-(((S)-9-oxo-6a,7,8,9-tetrahydro-6H-pyrido[2,3-b]pyrrolo[1,2-d][1,4]oxazin-2-yl)amino)pyridin-3-yl)tetrahydro-2H-pyran-3-carboxamide